4-(azetidin-1-yl)butan-1-ol N1(CCC1)CCCCO